COC(=O)C1=CC2=C(C(N(C=C2Br)C)=O)N1S(=O)(=O)CC1=CC=CC=C1 4-bromo-6-methyl-7-oxo-1-toluenesulfonyl-6,7-dihydro-1H-pyrrolo[2,3-c]pyridine-2-carboxylic acid methyl ester